1-Octyl-1-methylpyrrolidinium fluorid [F-].C(CCCCCCC)[N+]1(CCCC1)C